(E)-3-((4-azidobutyl)thio)-4-(methylthio)pent-3-en-2-one tert-butyl-1,1-difluoro-2-{5-[4-fluoro-2-(trifluoromethyl)phenyl]isothiazol-3-yl}-6-azaspiro[2.5]octane-6-carboxylate C(C)(C)(C)OC(=O)N1CCC2(C(C2(F)F)C2=NSC(=C2)C2=C(C=C(C=C2)F)C(F)(F)F)CC1.N(=[N+]=[N-])CCCCS\C(\C(C)=O)=C(/C)\SC